2,4,6-tri(n-octyl)-1,3,5-triazine C(CCCCCCC)C1=NC(=NC(=N1)CCCCCCCC)CCCCCCCC